N(=C=O)CC1CCC(CC1)CN=C=O 1,4-Bis(isocyanatomethyl)cyclohexan